N-BUTYL-2-(2-FORMYLPHENOXY)PROPANAMIDE C(CCC)NC(C(C)OC1=C(C=CC=C1)C=O)=O